COC(=O)C=1C=CC2=C(SC(=C2Cl)C(C2=C(C=C(C=C2C)F)C)=O)C1 3-chloro-2-(4-fluoro-2,6-dimethylbenzoyl)benzo[b]thiophene-6-carboxylic acid methyl ester